NCC(CCN(C1=C2CN(C(C2=CC=C1)=O)C1C(NC(CC1)=O)=O)CCC1CC1)(F)F 3-{4-[(4-amino-3,3-difluorobutyl)(2-cyclopropylethyl)amino]-1-oxo-3H-isoindol-2-yl}piperidine-2,6-dione